COC1=C(C=CC=C1)P(C1=C(C=CC=C1)OC)CC1(COC(OC1)(C)C)CP(C1=C(C=CC=C1)OC)C1=C(C=CC=C1)OC 5,5-bis[bis-(2-methoxyphenyl)phosphinomethyl]-2,2-dimethyl-1,3-dioxane